4-(7-(5-(3-cyano-4-isopropoxyphenyl)-1,2,4-oxadiazol-3-yl)-2,3-dihydrocyclopenta[b]indol-4(1H)-yl)butanoic acid C(#N)C=1C=C(C=CC1OC(C)C)C1=NC(=NO1)C1=CC=2C3=C(N(C2C=C1)CCCC(=O)O)CCC3